O=C1NC(CCC1N1C(C2=CC=C(C=C2C1)N1CCN(CC1)C1CN(C1)C(=O)OC(C)(C)C)=O)=O tert-butyl 3-(4-(2-(2,6-dioxopiperidin-3-yl)-1-oxoisoindolin-5-yl)piperazin-1-yl)azetidine-1-carboxylate